(5-(3,4-difluorobenzyl)pyridin-2-yl)-1-methyl-6-oxo-1,6-dihydropyridine-3-carboxamide FC=1C=C(CC=2C=CC(=NC2)C=2N(C(C=CC2C(=O)N)=O)C)C=CC1F